NC1=NC(=C(C=2N1N=C(N2)CN2N=NN=C2C2=NC=CN=C2)C2=CN(C(C=C2)=O)C)C2=C(C#N)C=CC=C2 (5-amino-8-(1-methyl-6-oxo-1,6-dihydropyridin-3-yl)-2-((5-(pyrazin-2-yl)-1H-tetrazol-1-yl)methyl)-[1,2,4]triazolo[1,5-c]pyrimidin-7-yl)benzonitrile